C[C@H]1N(CC/C(/C1)=N/NS(=O)(=O)C1=CC=C(C=C1)C)C(=O)OCC1=CC=CC=C1 benzyl (2R,4Z)-2-methyl-4-[(4-methylbenzenesulfonamido)imino]piperidine-1-carboxylate